ClC=1C=C(C=CC1C(=O)N1CCNCC1)NC(=O)C=1N(C(=CN1)C=1C(=NN(C1)C1=CC=C2C(=N1)C=C(N2)C[C@@H](CO)O)C(F)(F)F)C N-[3-chloro-4-(piperazine-1-carbonyl)phenyl]-5-[1-[2-[(2S)-2,3-dihydroxypropyl]-1H-pyrrolo[3,2-b]pyridin-5-yl]-3-(trifluoromethyl)pyrazol-4-yl]-1-methyl-imidazole-2-carboxamide